BrC1=C(C=C(C(=O)N2CC=3N(C[C@@H]2C)C(N(C3C(=O)N[C@@H](C)C3=C(C=CC=C3)F)C3=CC=C(C=C3)OC3CC3)=O)C=C1)Cl |&1:12| (6SR)-7-(4-bromo-3-chloro-benzoyl)-2-[4-(cyclopropoxy)phenyl]-N-[(1S)-1-(2-fluorophenyl)ethyl]-6-methyl-3-oxo-6,8-dihydro-5H-imidazo[1,5-a]pyrazine-1-carboxamide